N-(1-(4-chlorophenyl)-2,2,2-trifluoroethyl)-1-cyclopropyl-N-methyl-2-oxo-1,2-dihydropyridine-4-sulfonamide ClC1=CC=C(C=C1)C(C(F)(F)F)N(S(=O)(=O)C1=CC(N(C=C1)C1CC1)=O)C